1-(4-(3-isopropyl-2-(1H-pyrazolo[3,4-b]pyridin-4-yl)-1H-indol-5-yl)piperidin-1-yl)ethan-1-one C(C)(C)C1=C(NC2=CC=C(C=C12)C1CCN(CC1)C(C)=O)C1=C2C(=NC=C1)NN=C2